Cl.COC=1C=C2CN(CC2=CC1)C1=NC=CC(=N1)C(N)=N 2-(5-methoxyisoindolin-2-yl)pyrimidine-4-carboximidamide hydrochloride